ClC1=NC=C(C(=N1)NCC12CCC(CC1)(CC2)C2=NC=C(C=C2)C(F)(F)F)OC 2-chloro-5-methoxy-N-((4-(5-(trifluoromethyl)pyridin-2-yl)bicyclo[2.2.2]oct-1-yl)methyl)pyrimidin-4-amine